FC1=C(C(=O)N[C@H](C(=O)O)CCN(CCCCC2=NC=3NCCCC3C=C2)C[C@@H](CF)OC)C(=CN=C1)F (S)-2-(3,5-difluoroisonicotinamido)-4-(((S)-3-fluoro-2-methoxypropyl)(4-(5,6,7,8-tetrahydro-1,8-naphthyridin-2-yl)butyl)amino)butanoic acid